3-chloro-5-[(1S,2S)-1-hydroxy-2-[(2R,4S)-4-[(4-methanesulfonylphenoxy)methyl]-2-methylpyrrolidin-1-yl]propyl]benzonitrile ClC=1C=C(C#N)C=C(C1)[C@@H]([C@H](C)N1[C@@H](C[C@@H](C1)COC1=CC=C(C=C1)S(=O)(=O)C)C)O